(4-(3-fluoro-2-(trifluoro-methyl)phenyl)piperidin-1-yl)(4,5,6,7-tetrahydro-1H-pyrazolo[4,3-c]pyridin-3-yl)methanone hydrochloride Cl.FC=1C(=C(C=CC1)C1CCN(CC1)C(=O)C1=NNC2=C1CNCC2)C(F)(F)F